N-(4-cyclobutyl-1-methyl-5-(4-(trifluoromethoxy)phenyl)-1H-pyrazol-3-yl)-2-(3,4-difluorophenyl)acetamide C1(CCC1)C=1C(=NN(C1C1=CC=C(C=C1)OC(F)(F)F)C)NC(CC1=CC(=C(C=C1)F)F)=O